12-(9'-phenyl-3,3'-bi-9H-carbazol-9-yl)phenanthro[9',10':4,5]furo[2,3-b]pyrazine C1(=CC=CC=C1)N1C2=CC=CC=C2C=2C=C(C=CC12)C=1C=CC=2N(C3=CC=CC=C3C2C1)C=1N=C2C(=NC1)OC=1C2=C2C=CC=CC2=C2C=CC=CC21